N1CC(C1)NC(C1=NC=CC(=C1)OC1=CC(=C(C=C1)F)NC(=O)C1=NN(C(=C1)SC)C1=CC=C(C=C1)F)=O N-(azetidin-3-yl)-4-(4-fluoro-3-(1-(4-fluorophenyl)-5-(methylthio)-1H-pyrazole-3-carboxamido)phenoxy)picolinamide